Thymidine 5'-Triphosphate P(O)(=O)(OP(=O)(O)OP(=O)(O)O)OC[C@@H]1[C@H](C[C@@H](O1)N1C(=O)NC(=O)C(C)=C1)O